C(C)[C@](CCOCCOCCOCCNC(OC(C)(C)C)=O)(C(=O)OCC)NC(C1=NC(=C(C=C1)N1CC(C1)OC)OC[C@@H]1[C@H](C1)CO)=O Ethyl (S)-17-ethyl-17-(6-(((1S,2S)-2-(hydroxymethyl)cyclopropyl)methoxy)-5-(3-methoxyazetidin-1-yl)picolinamido)-2,2-dimethyl-4-oxo-3,8,11,14-tetraoxa-5-azaoctadecan-18-oate